(4-amino-7-fluoroimidazo[1,5-a]quinoxalin-8-yl)((4aS,9aR)-7-(6-(trifluoromethyl)pyridin-3-yl)-2,3,9,9a-tetrahydroindeno[2,1-b][1,4]oxazin-4(4aH)-yl)methanone NC=1C=2N(C3=CC(=C(C=C3N1)F)C(=O)N1[C@@H]3[C@H](OCC1)CC=1C=C(C=CC13)C=1C=NC(=CC1)C(F)(F)F)C=NC2